NCCC(=O)N[C@@H](CS)C(=O)O.[Na] sodium (3-aminopropionyl)-L-cysteine